5-(3-(Benzyloxy)benzyl)pyrimidine-2,4,6(1H,3H,5H)-trione C(C1=CC=CC=C1)OC=1C=C(CC2C(NC(NC2=O)=O)=O)C=CC1